3,5-dimethyl-4-propyl-2-heptene-7-ol CC(=CC)C(C(CCO)C)CCC